5-(3-((4-(1-(4-amino-2-cyclopropyl-5-methoxyphenyl)piperidin-4-yl)piperazin-1-yl)methyl)pyrrolidin-1-yl)-2-(2,6-dioxopiperidin-3-yl)isoindoline-1,3-dione NC1=CC(=C(C=C1OC)N1CCC(CC1)N1CCN(CC1)CC1CN(CC1)C=1C=C2C(N(C(C2=CC1)=O)C1C(NC(CC1)=O)=O)=O)C1CC1